N1(N=CC=C1)C=1C=C(C=NC1)N1C(N(C2=C1C=CC=C2)CC2CCC(CC2)NC(C2=C(N=CC(=C2)Cl)C(F)F)=O)=O N-((1r,4r)-4-((3-(5-(1H-pyrazol-1-yl)pyridin-3-yl)-2-oxo-2,3-dihydro-1H-benzo[d]imidazol-1-yl)methyl)cyclohexyl)-5-chloro-2-(difluoromethyl)nicotinamide